Cl.NC=1N=C(C2=C(N1)C=NN2CC2=C(C=C(C(=O)O)C=C2)OC)NCC2=NOC(=N2)C 4-((5-amino-7-(((5-methyl-1,2,4-oxadiazol-3-yl)methyl)amino)-1H-pyrazolo[4,3-d]pyrimidin-1-yl)methyl)-3-methoxybenzoic acid HCl